(R)-2-(3-cyano-1-methyl-1H-indol-5-yl)-N-(1-(1-(2,2,2-trifluoroethyl)-1H-pyrazolo[3,4-c]pyridin-5-yl)ethyl)acetamide C(#N)C1=CN(C2=CC=C(C=C12)CC(=O)N[C@H](C)C=1C=C2C(=CN1)N(N=C2)CC(F)(F)F)C